cyclopentadienyliron (ii) C1(C=CC=C1)[Fe+]